ClC1=CC2=C(N(C(N=C2N2[C@H](CN([C@@H](C2)C)C(C=C)=O)C)=O)C=2C(=NC=CC2C)C(C)C)N=C1C1=C(C=CC=C1)NS(=O)(=O)C (M)-N-[2-[6-Chloro-4-[(2S,5R)-2,5-dimethyl-4-prop-2-enoyl-piperazin-1-yl]-1-(2-isopropyl-4-methyl-3-pyridyl)-2-oxo-pyrido[2,3-d]pyrimidin-7-yl]phenyl]meth-anesulfonamide